6-tert-Butyl-1H-indole-2-carboxylic acid C(C)(C)(C)C1=CC=C2C=C(NC2=C1)C(=O)O